NC1=NC=C(C2=C1C(=NN2C)C2=CC(=C(C=C2)NS(=O)(=O)CC)OCC2=CC=C(C=C2)F)C2=CC=NC=C2 N-(4-(4-amino-1-methyl-7-(pyridin-4-yl)-1H-pyrazolo[4,3-c]pyridin-3-yl)-2-((4-fluorobenzyl)oxy)phenyl)ethane-sulfonamide